C1(CC1)COC(=O)N[C@H](C(=O)O)CCN(CCCCC1=NC=2NCCCC2C=C1)CCOC1=CC=CC=C1 (2S)-2-((cyclopropylmethyl)oxycarbonylamino)-4-[2-phenoxyethyl-[4-(5,6,7,8-tetrahydro-1,8-naphthyridin-2-yl)butyl]amino]butanoic acid